FC=1C(=C(C=C(C1)F)C1=CC(=C(N=N1)NC1C[C@@H]2[C@@H](CN(C2)CC2CCOCC2)C1)C(F)(F)F)C (3aR,5s,6aS)-N-(6-(3,5-difluoro-2-methylphenyl)-4-(trifluoromethyl)pyridazin-3-yl)-2-((tetrahydro-2H-pyran-4-yl)methyl)octahydro-cyclopenta[c]pyrrol-5-amine